OC1(CN(CCC1)CC1(CCC1)CNC(=O)C1=CC2=C(S1)CCCCCC2)C N-({1-[(3-hydroxy-3-methylpiperidin-1-yl)methyl]cyclobutyl}methyl)-4H,5H,6H,7H,8H,9H-cycloocta[b]thiophene-2-carboxamide